4-(3-bromo-2-fluorophenoxy)-2-fluoro-N-methoxy-N-methylbutanamide BrC=1C(=C(OCCC(C(=O)N(C)OC)F)C=CC1)F